bis(9,9-spirobifluorene-3-yl)-phenylphosphine oxide C1=CC(=CC=2C3=CC=CC=C3C3(C12)C1=CC=CC=C1C=1C=CC=CC13)P(C1=CC=CC=C1)(C=1C=CC=3C2(C4=CC=CC=C4C3C1)C1=CC=CC=C1C=1C=CC=CC12)=O